O1C=NC2=C1C=CC=C2 Benz-oxazol